2-methoxy-5-[[2-[(2R,5S)-5-methyl-2-(6-methyl-3-pyridyl)-1-piperidyl]-2-oxo-acetyl]amino]pyridine-3-carboxamide COC1=NC=C(C=C1C(=O)N)NC(C(=O)N1[C@H](CC[C@@H](C1)C)C=1C=NC(=CC1)C)=O